(R)-6-chloro-4-iodo-1-(2-methylazetidin-1-yl)-2,7-naphthyridine ClC=1C=C2C(=CN=C(C2=CN1)N1[C@@H](CC1)C)I